C(C)(C)(C)OC(=O)N1CC(C1)CS(=O)(=O)CC 3-(ethylsulfonyl-methyl)azetidine-1-carboxylic acid tert-butyl ester